NC1=C2C(=NC=N1)N(N=C2C)C(C)C=2C(=C(C(=C(C2)Cl)C)C2CN(C2)CCC(F)(F)F)OC (2S)-3-(3-{3-[1-(4-Amino-3-methyl-1H-pyrazolo[3,4-d]pyrimidin-1-yl)ethyl]-5-chloro-2-methoxy-6-methylphenyl}azetidin-1-yl)-1,1,1-trifluoropropan